COC=1C2=C(N=CN1)C=CN2C=2C=C1C(=NC2)N=C(N1CC=1C=C(N)C=CC1)C 3-((6-(4-methoxy-5H-pyrrolo[3,2-d]pyrimidin-5-yl)-2-methyl-1H-imidazo[4,5-b]pyridin-1-yl)methyl)aniline